4-(2-(2-Carbamoyl-ethyl)-3-{[4-(4-fluoro-phenyl)-thiazol-2-yl]-methyl-amino}-imidazo[1,2-a]pyridin-6-yl)-piperidine-1-carboxylic acid tert-butyl ester C(C)(C)(C)OC(=O)N1CCC(CC1)C=1C=CC=2N(C1)C(=C(N2)CCC(N)=O)N(C)C=2SC=C(N2)C2=CC=C(C=C2)F